2-methylene-bis(4,6-di-tert-butylphenyl)-octyl phosphite P(OCC(CCCCCC(C1=CC=C(C=C1C(C)(C)C)C(C)(C)C)C1=CC=C(C=C1C(C)(C)C)C(C)(C)C)=C)([O-])[O-]